C(C)(=O)NC(C(=O)O)CCOCCOCC1=CC=CC=C1 2-acetamido-4-(2-benzyl-oxyethoxy)butyric acid